C1=CC=C2C(=C1)C(=O)C3=C(C2=O)C(=CC=C3)S(=O)(=O)[O-].[Na+] anthraquinone-α-sulfonic acid sodium salt